OC1=C2C=C(COC2=CC(=C1)O)C1=CC=C(C=C1)O 5,7-dihydroxy-3-(4-hydroxyphenyl)-chromen